5-fluoro-3-((2R,4S,5R)-4-hydroxy-5-(hydroxymethyl)tetrahydrofuran-2-yl)pyrimidine-2,4(1H,3H)-dione FC=1C(N(C(NC1)=O)[C@@H]1O[C@@H]([C@H](C1)O)CO)=O